1-(2,4-dichlorophenyl)-N-[(1R,3S)-3-{[2-(trifluoromethyl)quinolin-4-yl]amino}cyclohexyl]cyclobutane-1-carboxamide ClC1=C(C=CC(=C1)Cl)C1(CCC1)C(=O)N[C@H]1C[C@H](CCC1)NC1=CC(=NC2=CC=CC=C12)C(F)(F)F